C1(=CC=CC=C1)[S-].C(CCC)[N+](CCCC)(CCCC)CCCC tetrabutylammonium thiophenolate